6'-(2-(1-(Cyclopropylsulfonyl)-1H-pyrazol-4-yl)pyrimidin-4-yl)-N4'-((1s,4s)-4-((dimethylamino)methyl)cyclohexyl)-5-(trifluoromethoxy)-[2,3'-bipyridine]-4',6'-diamine C1(CC1)S(=O)(=O)N1N=CC(=C1)C1=NC=CC(=N1)C1(C=C(C(=CN1)C1=NC=C(C=C1)OC(F)(F)F)NC1CCC(CC1)CN(C)C)N